N-(4-bromo-2,6-dimethylbenzyl)oxazol-2-amine BrC1=CC(=C(CNC=2OC=CN2)C(=C1)C)C